BrC=1C(=NN(C1NC(=O)N[C@@H]1CN(C[C@H]1C1=CC(=C(C=C1)F)F)CCOC)C1=CC=CC=C1)C=1C=NN(C1)C 1-(4-bromo-1'-methyl-1-phenyl-1h,1'h-[3,4'-bipyrazole]-5-yl)-3-((3s,4r)-4-(3,4-difluorophenyl)-1-(2-methoxyethyl)pyrrolidin-3-yl)urea